C1(CC1)CC=1N=NN(C1)CC1=C(N=NN1C)C1=CC=C(C(=N1)CC)I 6-(5-((4-(cyclopropylmethyl)-1H-1,2,3-triazol-1-yl)methyl)-1-methyl-1H-1,2,3-triazol-4-yl)-2-ethyl-3-iodopyridine